D-threonine N[C@H]([C@@H](O)C)C(=O)O